BrC1=NC(=CC=C1NC(=O)C1CN(CC1)C(=O)OC(C)(C)C)C tert-butyl 3-((2-bromo-6-methylpyridin-3-yl)carbamoyl)pyrrolidine-1-carboxylate